1-(1-(6-ethoxy-5-methoxypyridin-2-yl)-2-(methylsulfonyl)ethyl)-5-(2-methoxyphenyl)-1H-benzo[d]imidazol-2(3H)-one C(C)OC1=C(C=CC(=N1)C(CS(=O)(=O)C)N1C(NC2=C1C=CC(=C2)C2=C(C=CC=C2)OC)=O)OC